tert-butyl 4-methyl-3-oxopiperidine-1-carboxylate CC1C(CN(CC1)C(=O)OC(C)(C)C)=O